1-(1-methyl-4-piperidyl)ethanone CN1CCC(CC1)C(C)=O